N1(CCC1)C1=NC=C(C(=N1)CO)CN1N=CC(=C1)NC(=O)C1=NC(=CN=C1)C1=C(C(=CC=C1C(F)F)Cl)F N-(1-((2-(Azetidin-1-yl)-4-(hydroxymethyl)pyrimidin-5-yl)methyl)-1H-pyrazol-4-yl)-6-(3-chloro-6-(difluoromethyl)-2-fluorophenyl)pyrazine-2-carboxamide